N-(6-amino-5-ethyl-3-pyridyl)-2-[(2R,5S)-2-(1H-indazol-5-yl)-5-methyl-1-piperidyl]-2-oxo-acetamide NC1=C(C=C(C=N1)NC(C(=O)N1[C@H](CC[C@@H](C1)C)C=1C=C2C=NNC2=CC1)=O)CC